(S)-N-(4-(3-aminopyrrolidin-1-yl)-5-(1-(tetrahydro-2H-pyran-4-yl)-1H-pyrazol-4-yl)pyridin-2-yl)-2-(2-fluoro-6-methoxyphenyl)pyrimidin-4-amine hydrochloride Cl.N[C@@H]1CN(CC1)C1=CC(=NC=C1C=1C=NN(C1)C1CCOCC1)NC1=NC(=NC=C1)C1=C(C=CC=C1OC)F